5-cyclopropyl-1,3-oxazole-4-carboxylic acid C1(CC1)C1=C(N=CO1)C(=O)O